C(C)(C)(C)OC(CC1=C(C(=CC=C1)OP(=O)(OC(C)C)OC(C)C)C(CC(=O)O)(C)C)=O 3-(2-(2-(tert-butoxy)-2-oxoethyl)-6-((diisopropyloxyphosphoryl)oxy)phenyl)-3-methylbutanoic acid